4-bromo-1'-(1H-indazole-5-carbonyl)-1-[2-(3-methyl-2,3-dihydroindol-1-yl)-2-oxoethyl]spiro[indole-3,4'-piperidin]-2-one BrC1=C2C(=CC=C1)N(C(C21CCN(CC1)C(=O)C=1C=C2C=NNC2=CC1)=O)CC(=O)N1CC(C2=CC=CC=C12)C